CC=1C(=NC=CC1)CN1CC=C2N1CC[C@H](C(N2C)=O)C2=NC(=NN2)C(=O)NC2CC2 1-[(3-methyl-2-pyridyl)methyl]-N-(6S)-2-cyclopropyl-4-methyl-5-oxo-7,8-dihydro-6H-pyrazolo[1,5-a][1,3]diazepin-6-yl-1,2,4-triazole-3-carboxamide